FC1=C(C(=CC=C1C#CC=1N=CN(C1)CCO)O)N1CC(NS1(=O)=O)=O 5-(2-fluoro-6-hydroxy-3-((1-(2-hydroxyethyl)-1H-imidazol-4-yl)ethynyl)phenyl)-1,2,5-thiadiazolidin-3-one 1,1-dioxide